CC1=NC(=CC(=N1)N1CC2(C1)CN(CC2)C2=CN=C1C(=N2)N(N=C1)[C@H]1COCC1)C(F)(F)F (R)-6-(2-(2-methyl-6-(trifluoromethyl)pyrimidin-4-yl)-2,6-diazaspiro[3.4]octan-6-yl)-1-(tetrahydrofuran-3-yl)-1H-pyrazolo[3,4-b]pyrazine